behenyl glutarate C(CCCC(=O)[O-])(=O)OCCCCCCCCCCCCCCCCCCCCCC